fluoro-N-(4-hydroxy-3-(sulfamoylamino)phenyl)-[1,1'-biphenyl]-4-carboxamide FC1=C(C=CC(=C1)C(=O)NC1=CC(=C(C=C1)O)NS(N)(=O)=O)C1=CC=CC=C1